tris(2-aminoethyl)methane NCCC(CCN)CCN